BrC1=CC=C(C=C1)OC1=C(C(=CC=C1)O)C(C)=O 1-(2-((4-bromophenyl)oxy)-6-hydroxyphenyl)ethan-1-one